(4-bromo-3-fluorophenoxy)(tert-butyl)dimethylsilane BrC1=C(C=C(O[Si](C)(C)C(C)(C)C)C=C1)F